C(C)(C)C1=C2C=C(N=CC2=C(C=C1)N1CC(C1)S(=O)(=O)C)N 5-isopropyl-8-(3-(methylsulfonyl)azetidin-1-yl)isoquinolin-3-amine